4-(2-((S)-1-(3,4-difluorophenyl)-6-oxopiperidin-2-yl)-5-(3,5-dimethylisoxazol-4-yl)-1H-benzo[d]imidazol-1-yl)-N-propylcyclohexanecarboxamide FC=1C=C(C=CC1F)N1[C@@H](CCCC1=O)C1=NC2=C(N1C1CCC(CC1)C(=O)NCCC)C=CC(=C2)C=2C(=NOC2C)C